6,7-Dichloro-2H-benzo[b][1,4]oxazin-3(4H)-one ClC1=CC2=C(OCC(N2)=O)C=C1Cl